BrC=1C=C(SC1)CNC(=O)NN N-((4-bromothiophen-2-yl)methyl)hydrazinecarboxamide